C1(CC1)C1=CC(=C(C=C1)C=1C=2N(C(=NN1)N[C@H]1CN(CCC1)C)C=CC2)C(F)F 1-[4-cyclopropyl-2-(difluoromethyl)phenyl]-N-[(3R)-1-methylpiperidin-3-yl]pyrrolo[1,2-d][1,2,4]triazin-4-amine